OC1=CC=C(C=C1)C(C=C)O 1-(4-hydroxyphenyl)-2-propen-1-ol